BrC1=CC2=C(N=C(O2)C2(CCN(CC2)C(=O)OC(C)(C)C)C)C=C1 tert-butyl 4-(6-bromo-1,3-benzooxazol-2-yl)-4-methylpiperidine-1-carboxylate